stearyl-butanediamine C(CCCCCCCCCCCCCCCCC)C(CCC)(N)N